N-(4-(benzylthio)phenyl)-1-(4-fluorobenzoyl)indoline-2-carboxamide C(C1=CC=CC=C1)SC1=CC=C(C=C1)NC(=O)C1N(C2=CC=CC=C2C1)C(C1=CC=C(C=C1)F)=O